CC(C(=O)O)=C.C(C=C)(=O)OC methyl acrylate (METHYLACRYLATE)